(S)-8-chloro-4-((3-chloro-2-fluorophenyl)amino)-6-((pyridin-3-yl(1H-1,2,3-triazol-4-yl)methyl)amino)quinoline-3-carbonitrile ClC=1C=C(C=C2C(=C(C=NC12)C#N)NC1=C(C(=CC=C1)Cl)F)N[C@H](C=1N=NNC1)C=1C=NC=CC1